C(CCCCCCCCCCC\C=C/C\C=C/CCCCC)OCC(COCCCCCCCC)N(C)C 1-[(13Z,16Z)-docos-13,16-dien-1-yloxy]-N,N-Dimethyl-3-(octyloxy)propan-2-amine